(R)-N-(2-(4-allyl-piperazin-1-yl)-5-((6-(3-(3-(2,5-difluorophenoxy)-phenyl)isoxazolidin-2-yl)pyrimidin-4-yl)amino)-4-methoxyphenyl)-acrylamide C(C=C)N1CCN(CC1)C1=C(C=C(C(=C1)OC)NC1=NC=NC(=C1)N1OCC[C@@H]1C1=CC(=CC=C1)OC1=C(C=CC(=C1)F)F)NC(C=C)=O